1-(7-Bromoimidazo[1,2-a]pyridin-3-yl)hexahydropyrimidine-2,4-dione BrC1=CC=2N(C=C1)C(=CN2)N2C(NC(CC2)=O)=O